N-[4-(2-hydroxypropan-2-yl)phenyl]-2-oxo-2'-(2,2,2-trifluoroethoxy)-2H-[1,3'-bipyridine]-3-carboxamide OC(C)(C)C1=CC=C(C=C1)NC(=O)C=1C(N(C=CC1)C=1C(=NC=CC1)OCC(F)(F)F)=O